CN(C)C(N(C)C)=N\C(=[NH+]/C1CCCCC1)\NC1CCCCC1 (z)-{[bis(dimethylamino)methylidene]amino}-N-cyclohexyl(cyclohexylamino)methaniminium